O=C1NCCCCC1 oxo-azepan